CC1=NOC(=C1)C1=CC=C(C=C1)C1=NOC(=N1)C(F)(F)F 3-[4-(3-methylisoxazol-5-yl)phenyl]-5-(trifluoromethyl)-1,2,4-oxadiazole